Methyl-7-((6-(4-((tert-butoxycarbonyl)amino)piperidin-1-yl)-2-(4-cyano-3-fluorophenyl)-3-(3-hydroxy-4-Methoxyphenyl)pyridin-4-yl)oxy)heptanoic acid methyl ester COC(C(CCCCCOC1=C(C(=NC(=C1)N1CCC(CC1)NC(=O)OC(C)(C)C)C1=CC(=C(C=C1)C#N)F)C1=CC(=C(C=C1)OC)O)C)=O